C(C)(C)OCC(C)=C isopropoxy-isobutylen